ClCCC(=C(C1=CC=C(C=C1)O)C1=CC=C(OCCNCC=2C(=C3CN(C(C3=CC2)=O)C2C(NC(CC2)=O)=O)F)C=C1)C1=CC=C(C=C1)O 3-(5-(((2-(4-(4-chloro-1,2-bis(4-hydroxyphenyl)but-1-en-1-yl)phenoxy)ethyl)amino)methyl)-4-fluoro-1-oxoisoindolin-2-yl)piperidine-2,6-dione